FC(C1CNCCO1)(F)F 2-(trifluoromethyl)morpholin